C(#C)C=1C=NC(=NC1)N1C[C@@H](N(CC1)C(=O)OC(C)(C)C)CO tert-butyl (R)-4-(5-ethynylpyrimidin-2-yl)-2-(hydroxymethyl)piperazine-1-carboxylate